(3-{[5-(pyridin-3-yl)pyrazin-2-yl]amino}bicyclo[1.1.1]pent-1-yl)carbamic acid tert-butyl ester C(C)(C)(C)OC(NC12CC(C1)(C2)NC2=NC=C(N=C2)C=2C=NC=CC2)=O